BrC1=CC(=C(C=C1F)CC=1N(C2=C(N1)C=CC(=C2)C(=O)OC(C)(C)C)[C@@H]2COCC2(C)C)F tert-butyl 2-[(4-bromo-2,5-difluorophenyl)methyl]-3-[(3S)-4,4-dimethyltetrahydrofuran-3-yl]benzimidazole-5-carboxylate